C(#N)C1=NN(C2=CC(=CC(=C12)C=1C=CC(=NC1)N1CC2N(C(C1)C2)C(=O)OCC)OC[C@@H](C)O)C Ethyl 3-(5-(3-cyano-6-((R)-2-hydroxypropoxy)-1-methyl-1H-indazol-4-yl)pyridin-2-yl)-3,6-diazabicyclo[3.1.1]heptane-6-carboxylate